BrCCO[C@H]1OCCCC1 |r| rac-(R)-2-(2-bromoethoxy)tetrahydro-2H-pyran